ClC1=CC=C2C(=C(NC2=C1)C(=O)N1CCC(CC1)(O)C=1C=C2CN(C(C2=CC1)=O)C1C(NC(CC1)=O)=O)C 3-(5-(1-(6-chloro-3-methyl-1H-indole-2-carbonyl)-4-hydroxypiperidin-4-yl)-1-oxoisoindolin-2-yl)piperidine-2,6-dione